FC=1C=C(NC2=NN(C3=C2C=NC(=C3)C(=O)N3CCOCCC3)CS(=O)(=O)C)C=CC1 [3-(3-fluoroanilino)-1-(methylsulfonylmethyl)pyrazolo[4,3-c]pyridin-6-yl]-(1,4-oxazepan-4-yl)methanone